4-oxo-6-((1R,2R)-2-(pyrimidin-5-yl)cyclobutyl)-1-((R)-1-(6-(trifluoromethyl)pyridin-3-yl)ethyl)-4,5-dihydro-1H-pyrazolo[3,4-d]pyrimidine-3-carbonitrile O=C1C2=C(N=C(N1)[C@H]1[C@@H](CC1)C=1C=NC=NC1)N(N=C2C#N)[C@H](C)C=2C=NC(=CC2)C(F)(F)F